BrC=1C=CC=2N(C1)C=C(N2)NC(CCN2CCN(CC2)CCOC2=C(CNC(OC(C)(C)C)=O)C=CC(=C2)C2=C(N=CS2)C)=O tert-butyl (2-(2-(4-(3-((6-bromoimidazo[1,2-a]pyridin-2-yl)amino)-3-oxopropyl)piperazin-1-yl)ethoxy)-4-(4-methylthiazol-5-yl)benzyl)carbamate